N[C@@H](C(=O)O)C1=CC=C(C=C1)O (R)-2-amino-2-(4-hydroxyphenyl)acetic acid